trimethoxysilylpropyl-diethyleneglycol CO[Si](OC)(OC)CCCC(COCCO)O